C1(CC1)C1=NC=NC(=C1C1=NN2C(C=NC=C2CC2=CC(=C(C=C2)C=2N(C=C(N2)C(F)(F)F)C)F)=N1)OC 2-(4-cyclopropyl-6-methoxypyrimidin-5-yl)-5-(3-fluoro-4-(1-methyl-4-(trifluoromethyl)-1H-imidazol-2-yl)benzyl)-[1,2,4]triazolo[1,5-a]pyrazine